(β-methoxyethyl)-para-phenylenediamine COCCNC1=CC=C(C=C1)N